6-chloro-5-cyanopicolinic acid ClC1=C(C=CC(=N1)C(=O)O)C#N